N[C@@H]1C2=CC=CC=C2CC12CCN(CC2)C=2C(=NC(=CN2)C#CCN2C=NC1=C2C=C(C=C1)OC)CO (S)-(3-(1-amino-1,3-dihydrospiro[indene-2,4'-piperidine]-1'-yl)-6-(3-(6-methoxy-1H-benzo[d]imidazol-1-yl)prop-1-yn-1-yl)pyrazin-2-yl)methanol